ClC1=C(C=CC=C1)C1=C(C(=NC=2C[C@H](CCC12)C1=C(C=NN1C)C)N1CC2(CN(C2)C(C=C)=O)CC1)C 1-(6-((7S)-4-(2-chlorophenyl)-7-(1,4-dimethyl-1H-pyrazol-5-yl)-3-methyl-5,6,7,8-tetrahydro-2-quinolinyl)-2,6-diazaspiro[3.4]octan-2-yl)-2-propen-1-one